5-[5-[3-(2-methoxyphenoxy)-1-piperidyl]-6-methyl-pyridazin-3-yl]-1H-pyrimidine-2,4-dione COC1=C(OC2CN(CCC2)C=2C=C(N=NC2C)C=2C(NC(NC2)=O)=O)C=CC=C1